N-(5-chloro-6-(2H-1,2,3-triazol-2-yl)pyridin-3-yl)-5-fluoro-4-(3-hydroxypyridin-4-yl)-2-methyl-benzamide ClC=1C=C(C=NC1N1N=CC=N1)NC(C1=C(C=C(C(=C1)F)C1=C(C=NC=C1)O)C)=O